tert-butyl (6-(Dibenzylamino)-5-nitropyridin-3-yl)carbamate C(C1=CC=CC=C1)N(C1=C(C=C(C=N1)NC(OC(C)(C)C)=O)[N+](=O)[O-])CC1=CC=CC=C1